C(C)[N+](CCC)(CCCCCCCCCCCC)[O-] N-ethyl-N-propyldodecylamine N-oxide